COC1=C(C(=C2C(=N1)N=CS2)OC)C2=CNC1=NC(=CC=C12)NC(=O)C1C(C1)CN1CCN(CC1)C N-(3-(5,7-dimethoxythiazolo[4,5-b]pyridin-6-yl)-1H-pyrrolo[2,3-b]pyridin-6-yl)-2-((4-methylpiperazin-1-yl)methyl)cyclopropane-1-carboxamide